2-methyl-N-(cis-1-oxo-3-thienyl)-benzamide CC1=C(C(=O)NC2=CS(C=C2)=O)C=CC=C1